ClC=1C(=NC(=NC1)NC=1C=C2C(=NNC2=CC1)C1=CC=C(C=C1)N1CCNCC1)NC1=C(C=CC=C1)P(C)(C)=O (2-((5-Chloro-2-((3-(4-(piperazine-1-yl)phenyl)-1H-indazol-5-yl)amino)pyrimidin-4-yl)amino)phenyl)dimethylphosphine oxide